(S)-2-(3-isobutyl-3-methylureido)-4-((2-methoxyethyl)(4-(5,6,7,8-tetrahydro-1,8-naphthyridin-2-yl)butyl)amino)butanoic acid C(C(C)C)N(C(N[C@H](C(=O)O)CCN(CCCCC1=NC=2NCCCC2C=C1)CCOC)=O)C